N[C@@H]1C2=CC=CC=C2CC12CCN(CC2)C2=NC=C(C(N2C)=O)C#CCC2=CC(=C(C=C2)Cl)O (S)-2-(1-amino-1,3-dihydrospiro[indene-2,4'-piperidine]-1'-yl)-5-(3-(4-chloro-3-hydroxyphenyl)prop-1-yn-1-yl)-3-methylpyrimidin-4(3H)-one